tert-butyl 4-(2-chloro-6,8-difluoro-5-methoxyquinazolin-4-yl)-7-oxo-1,4-diazepane-1-carboxylate ClC1=NC2=C(C=C(C(=C2C(=N1)N1CCN(C(CC1)=O)C(=O)OC(C)(C)C)OC)F)F